Trans-4-hydroxy-D-proline O[C@H]1C[C@@H](NC1)C(=O)O